CN([C@@H](COC1=CC(=CC=C1)[N+](=O)[O-])C)C (R)-N,N-dimethyl-1-(3-nitrophenoxy)propan-2-amine